4-methoxy-3,3-dimethylbut-1-yne COCC(C#C)(C)C